(2R,3R,3aS,6S,6aR)-6-((2-amino-3-bromoquinolin-7-yl)oxy)-2-(2,4-dimethyl-7H-pyrrolo[2,3-d]pyrimidin-7-yl)hexahydro-3aH-cyclopenta[b]furan-3,3a-diol 2,2,2-trifluoroacetate FC(C(=O)O)(F)F.NC1=NC2=CC(=CC=C2C=C1Br)O[C@H]1CC[C@]2([C@@H]1O[C@H]([C@@H]2O)N2C=CC1=C2N=C(N=C1C)C)O